COC1=CC=C(C=N1)CN1C2CN(CC1C2)C=2C=CC=1N(C2)N=CC1C#N 6-(6-((6-methoxypyridin-3-yl)methyl)-3,6-diazabicyclo[3.1.1]hept-3-yl)pyrazolo[1,5-a]pyridine-3-carbonitrile